N-phenylthiophene-2-carboxamide hydrochloride Cl.C1(=CC=CC=C1)NC(=O)C=1SC=CC1